CN1CCN(C2=C(C=CC=C12)C)S(=O)(=O)C1=C(C=C(C=C1)C1=CC(=NO1)C)C 1,5-Dimethyl-4-[2-methyl-4-(3-methyl-1,2-oxazol-5-yl)benzenesulfonyl]-1,2,3,4-tetrahydroquinoxaline